perfluorooctyl-silver FC(C(C(C(C(C(C(C(F)(F)F)(F)F)(F)F)(F)F)(F)F)(F)F)(F)F)([Ag])F